C(C1=CC=CC=C1)OC(=O)C=1N=C2N(CCN(C2)C(C)=O)C1 7-acetyl-5,6,7,8-tetrahydroimidazo[1,2-a]Pyrazine-2-carboxylic acid benzyl ester